2,2-Dineopentyl-1,3-dimethoxypropane C(C(C)(C)C)C(COC)(COC)CC(C)(C)C